(3-(2-((2,2-Difluoro-3-hydroxypropyl)amino)-5-(trifluoromethyl)pyrimidin-4-yl)-1H-indole-7-yl)dimethylphosphine oxide FC(CNC1=NC=C(C(=N1)C1=CNC2=C(C=CC=C12)P(C)(C)=O)C(F)(F)F)(CO)F